C1(CC1)C1=NN(C(=C1)C(F)(F)F)CC(=O)N1[C@@H]([C@@H](CC1)NC(=O)C1=NC=CC=C1)C1=C(C(=CC=C1)Cl)Cl N-[(2R,3R)-1-[2-[3-Cyclopropyl-5-(trifluoromethyl)pyrazol-1-yl]acetyl]-2-(2,3-dichlorophenyl)pyrrolidin-3-yl]pyridine-2-carboxamide